6-fluoro-3,3-dimethyl-2-oxoindole-5-Carboxylic acid FC1=C(C=C2C(C(NC2=C1)=O)(C)C)C(=O)O